N-{4-(naphthalen-1-yl)phenyl}-N-(6-phenyl-1,1':4',1'':4'',1'''-quaterphenyl-4-yl)amine C1(=CC=CC2=CC=CC=C12)C1=CC=C(C=C1)NC1=CC=C(C(=C1)C1=CC=CC=C1)C1=CC=C(C=C1)C1=CC=C(C=C1)C1=CC=CC=C1